N1=CC=C(C=C1)C#CC1=CC=C(C(=O)OC)C=C1 Methyl 4-(pyridin-4-ylethynyl)benzoate